phenoxyfluorine O(C1=CC=CC=C1)F